FC=1C=NN(C1)C1=CC=C(C=N1)[C@H](C)NC(=O)N1[C@@H](CN(CC1)C1=NC(=CC(=N1)C)NC1=NNC(=C1)C)C (R)-N-((S)-1-(6-(4-fluoro-1H-pyrazol-1-yl)pyridin-3-yl)ethyl)-2-methyl-4-(4-methyl-6-((5-methyl-1H-pyrazol-3-yl)amino)pyrimidin-2-yl)piperazine-1-carboxamide